O1CCN(CC1)CCNC1=NC(=NC2=CC=CC=C12)NCCC1=CC(=CC=C1)C(F)(F)F N4-(2-morpholinoethyl)-N2-(3-(trifluoromethyl)phenethyl)quinazoline-2,4-diamine